1-tertiary butyl-1,3-cyclopentadiene C(C)(C)(C)C1=CC=CC1